COC1=CC=C(C=N1)OC1CCN(CC1)C1=C(C=C2C(=N1)CN(C2)C(=O)C2OCC2)C (2-(4-((6-methoxypyridin-3-yl)oxy)piperidin-1-yl)-3-methyl-5,7-dihydro-6H-pyrrolo[3,4-b]pyridin-6-yl)(oxetan-2-yl)methanone